((4-Methoxy-2-methylphenyl)amino)-3-methyl-1-((1-methylpiperidin-4-yl)methyl)-1,3-dihydro-2H-imidazo[4,5-c]pyridin-2-one COC1=CC(=C(C=C1)NC1=NC=CC2=C1N(C(N2CC2CCN(CC2)C)=O)C)C